2-(bromomethyl)-1-(cyclopropylmethoxy)-3,4-difluorobenzene BrCC1=C(C=CC(=C1F)F)OCC1CC1